NC1=C(C2=C(S1)C=CC(=C2C=2C1=C(C=3C=NC(=NC3C2F)N2C[C@@H](CC2)N2CCN(CC2)C)COC1)F)C#N 2-Amino-5-fluoro-4-(5-fluoro-3-((R)-3-(4-methylpiperazin-1-yl)pyrrolidin-1-yl)-7,9-dihydrofuro[3,4-f]quinazolin-6-yl)benzo[b]thiophene-3-carbonitrile